5-(2,4-dichlorophenyl)-2H-1,2,3-triazole-4-carbonitrile ClC1=C(C=CC(=C1)Cl)C=1C(=NNN1)C#N